(isoquinolin-8-ylmethyl)-2-thiocarbonyl-1,2,3,5-tetrahydro-4H-pyrrolo[3,2-d]pyrimidin-4-one C1=NC=CC2=CC=CC(=C12)CN1C(NC(C2=C1C=CN2)=O)=C=S